BrC1=CC=CC2=C1SC=C2C 7-bromo-3-methylbenzo[b]thiophene